O1CCC(=CC1)C1=NN(C=C1)C1=C(C#N)C=CC=C1 2-[3-(3,6-dihydro-2H-pyran-4-yl)pyrazol-1-yl]benzonitrile